di-tert-butyl-(2R,4R)-2-methyl-4-((4,5,6-trichloro-3-fluoropyridin-2-yl)methyl)piperidine-1,4-dicarboxylic acid C(C)(C)(C)C1[C@](N(CC[C@@]1(C(=O)O)CC1=NC(=C(C(=C1F)Cl)Cl)Cl)C(=O)O)(C)C(C)(C)C